C(C)(C)(C)OC(=O)N1CCC(CC1)C=1C(=NC(=CC1)C(NC)=O)F 4-[2-fluoro-6-(methylcarbamoyl)pyridin-3-yl]piperidine-1-carboxylic acid tert-butyl ester